ClCCCC(O)C=1C=C(C=CC1)C 4-chloro-1-(3-tolyl)-1-butanol